tert-butyl 5-(7-fluoro-6-hydroxy-pyrido[2,3-b]pyrazin-3-yl)-3,6-dihydro-2H-pyridine-1-carboxylate FC1=CC=2C(=NC(=CN2)C2=CCCN(C2)C(=O)OC(C)(C)C)N=C1O